FC(S(=O)(=O)O)(F)F.N1CCC(CC1)=O 4-piperidone trifluoromethanesulfonate salt